C(CCC(=O)[O-])(=O)ON1C(CC(CC1(C)C)OC(CCC1=CC(=C(C(=C1)C(C)(C)C)O)C(C)(C)C)=O)(C)C 4-[3-(3,5-di-tert-butyl-4-hydroxyphenyl)propionyloxy]-2,2,6,6-tetramethylpiperidinyl succinate